The molecule is a secondary amino compound formally derived from ammonia by replacing two of the hydrogens by 2-(3-carbamoyl-4-hydroxyphenyl)-2-hydroxyethyl and 4-phenylbutan-2-yl groups. It is an adrenergic antagonist used to treat high blood pressure. It has a role as an antihypertensive agent, a sympatholytic agent, an alpha-adrenergic antagonist and a beta-adrenergic antagonist. It is a member of benzamides and a secondary amino compound. CC(CCC1=CC=CC=C1)NCC(C2=CC(=C(C=C2)O)C(=O)N)O